methoxymethyl 4-bromo-2,6-difluorobenzoate BrC1=CC(=C(C(=O)OCOC)C(=C1)F)F